N1CC(C1)N1N=CC(=C1)C1=C(C2=C(C(=N1)C1=CC=C3CC(NCC3=C1)=O)C=CS2)C=2C(=NC=CC2)OC 7-[6-[1-(azetidin-3-yl)pyrazol-4-yl]-7-(2-methoxy-3-pyridinyl)thieno[3,2-c]pyridin-4-yl]-2,4-dihydro-1H-isoquinolin-3-one